FC(CN1C(=NC2=C1C=C(C=C2)C=2C=CN1N=C(N=C(C12)OC)NC1CC(C1)(C)NC(C)=O)C)F N-(cis-3-((5-(1-(2,2-difluoroethyl)-2-methyl-1H-benzo[d]imidazol-6-yl)-4-methoxypyrrolo[2,1-f][1,2,4]triazin-2-yl)amino)-1-methylcyclobutyl)acetamide